8-diazaundecene CCC=CCCCCCNN